2-(4-benzoylaminopiperidin-1-yl)benzo[d]thiazole-6-carboxylic acid 4-carbamimidoyl-2-fluorophenyl ester C(N)(=N)C1=CC(=C(C=C1)OC(=O)C1=CC2=C(N=C(S2)N2CCC(CC2)NC(C2=CC=CC=C2)=O)C=C1)F